C(C)(C)(C)OC(NC12CC(C1)(C2)N2C(=NC=C2)C2CC2)=O (3-(2-cyclopropyl-1H-imidazol-1-yl)bicyclo[1.1.1]pentan-1-yl)carbamic acid tert-butyl ester